6-chloro-1-oxo-4-phenyl-2-(tetrahydro-2H-pyran-4-yl)-1,2-dihydroisoquinoline-3-carboxylic acid ClC=1C=C2C(=C(N(C(C2=CC1)=O)C1CCOCC1)C(=O)O)C1=CC=CC=C1